N=1C=CC=2C1C(NC2)=O 6H-pyrrolo[2,3-c]pyrrol-6-one